N(=[N+]=[N-])C[C@H]1[C@H]([C@H]([C@H](OC1)COCC1=CC=CC=C1)OCC1=CC=CC=C1)OCC1=CC=CC=C1 (2R,3R,4R,5R)-5-(azidomethyl)-3,4-bis(benzyloxy)-2-((benzyloxy)methyl)tetrahydro-2H-pyran